2-(6-azaspiro[2.5]oct-6-yl)-6-bromo-pyridin-3-amine C1CC12CCN(CC2)C2=NC(=CC=C2N)Br